2-chloro-6-fluorophenol ClC1=C(C(=CC=C1)F)O